NC=1C2=C(N=CN1)N(C=C2C2=CC=C(C=C2)NC(CCC2=CC=CC=C2)=O)C2CCC(CC2)C2OCC(CO2)N N-(4-(4-amino-7-(4-(5-amino-1,3-dioxan-2-yl)cyclohexyl)-7H-pyrrolo[2,3-d]pyrimidin-5-yl)phenyl)-3-phenylpropionamide